ClC1=NN(C=C1CO)C1CCN(CC1)C(=O)OC(C)(C)C tert-butyl 4-[3-chloro-4-(hydroxymethyl)pyrazol-1-yl]piperidine-1-carboxylate